2-(1-acryloyl-4-(8-chloro-4-(3-(dimethylamino)azetidin-1-yl)-6-fluoro-7-(isoquinolin-5-yl)-1H-imidazo[4,5-c]quinolin-1-yl)piperidin-2-yl)acetonitrile C(C=C)(=O)N1C(CC(CC1)N1C=NC=2C(=NC=3C(=C(C(=CC3C21)Cl)C2=C1C=CN=CC1=CC=C2)F)N2CC(C2)N(C)C)CC#N